(E)-2-(3-hydroxy-4-(6-(methyl(2,2,6,6-tetramethylpiperidin-4-yl)amino)pyridazin-3-yl)phenyl)ethene-1-sulfonamide OC=1C=C(C=CC1C=1N=NC(=CC1)N(C1CC(NC(C1)(C)C)(C)C)C)/C=C/S(=O)(=O)N